COC1=C(C=CC=C1)C1=CC=C(N=N1)N1CC(CCC1)NCC1=NC=CC=C1 1-(6-(2-methoxyphenyl)pyridazin-3-yl)-N-(pyridin-2-ylmethyl)piperidin-3-amine